C(#N)C=1C=C2C(=CC=NC2=CC1)NC=1C=C(C(=O)NC2=NC=CC(=C2)NC2=CC(=NC=C2)C)C=CC1 3-((6-cyanoquinolin-4-yl)amino)-N-(4-((2-methylpyridin-4-yl)amino)pyridin-2-yl)benzamide